5-(5-(trifluoromethoxy)pyridin-2-yl)oxazol FC(OC=1C=CC(=NC1)C1=CN=CO1)(F)F